N-benzoyl-3'-O-formyl-5'-O-tert-butyldimethylsilyl-2'-deoxycytidine C(C1=CC=CC=C1)(=O)NC1=NC(N([C@H]2C[C@H](OC=O)[C@@H](CO[Si](C)(C)C(C)(C)C)O2)C=C1)=O